B=B Diborene